9-hydroxy-2-methyl-6,7,8,9-tetrahydro-4H-pyrido[1,2-a]pyrimidin-4-one OC1CCCN2C1=NC(=CC2=O)C